7-[(3R,5S)-3,5-dimethylpiperazin-1-yl]-2-(6-methylpyrazolo[1,5-a]pyrazin-2-yl)-4H-pyrido[1,2-a]pyrimidin-4-one C[C@@H]1CN(C[C@@H](N1)C)C=1C=CC=2N(C(C=C(N2)C2=NN3C(C=NC(=C3)C)=C2)=O)C1